FC=1C=C(C=CC1OC1=CC(=CC(=C1)C(F)(F)F)OC)C1C=2C(NC(C1)=O)=NNC2 4-{3-fluoro-4-[3-methoxy-5-(trifluoromethyl)phenoxy]phenyl}-2h,4h,5h,6h,7h-pyrazolo[3,4-b]pyridin-6-one